tert-butyl ((1R)-1-(7-(amino(cyclopropyl)methyl)imidazo[1,2-b]pyridazin-2-yl)-2-(tert-butoxy)ethyl)carbamate NC(C1=CC=2N(N=C1)C=C(N2)[C@H](COC(C)(C)C)NC(OC(C)(C)C)=O)C2CC2